FC=1C=C2C(=NC1)NC=C2C2=NC(=CC(=N2)NC2C(C1CCC2CC1)C(=O)OC)C1=C(C=CC=C1)F (+/-)-trans-methyl 3-((2-(5-fluoro-1H-pyrrolo[2,3-b]pyridin-3-yl)-6-(2-fluorophenyl) pyrimidin-4-yl)amino)bicyclo[2.2.2]octane-2-carboxylate